N[C@@H]1CC[C@H](CC1)NC(=O)[C@@H]1OC2=C(C(C1)=O)C=C(C=C2)Cl (2R)-N-(trans-4-aminocyclohexyl)-6-chloro-4-oxo-3,4-dihydro-2H-1-benzopyran-2-carboxamide